C[Si](CCOCN1N=NC2=C1C=C(C=C2)C(=O)OC)(C)C methyl 3-{[2-(trimethylsilyl)ethoxy]methyl}-1,2,3-benzotriazole-5-carboxylate